6-methylthiazolo[5,4-c]pyridine-2(1H)-thione CC1=CC2=C(C=N1)SC(N2)=S